FC(C(=O)O)(F)F.CC1=NOC(=C1C1=CC=C2C=3N(C(COC31)(C(=O)N)C3=NC=CC=C3)C(N2)=O)C 7-(3,5-Dimethylisoxazol-4-yl)-2-oxo-4-pyridin-2-yl-1,2,4,5-tetrahydroimidazo[1,5,4-de][1,4]benzoxazine-4-carboxamide 2,2,2-trifluoroacetate